methyl 2-(3-diethoxyphosphorylpropylamino)-5-[3-[4-[3-(dimethylamino)prop-1-ynyl]-2-fluoro-phenoxy]propyl]thiazole-4-carboxylate C(C)OP(=O)(OCC)CCCNC=1SC(=C(N1)C(=O)OC)CCCOC1=C(C=C(C=C1)C#CCN(C)C)F